Tris(trifluoroethyl) phosphate P(=O)(OCC(F)(F)F)(OCC(F)(F)F)OCC(F)(F)F